o-methoxy-N-methylaniline tert-butyl-(4-formyl-2-methoxy-5-(trifluoromethyl)pyridin-3-yl)carbamate C(C)(C)(C)N(C(O)=O)C=1C(=NC=C(C1C=O)C(F)(F)F)OC.COC1=C(NC)C=CC=C1